ClC1=C(C=CC(=C1)Cl)N1N=C(C2=CC(=C3C(=C12)C=CC=C3)OC)C 1-(2,4-dichlorophenyl)-5-methoxy-3-methyl-1H-benzo[g]indazole